tert-Butyl 2,2-dimethyl-4-[2-[(6-sulfamoyl-2-pyridyl)amino]ethyl]pyrrolidine-1-carboxylate CC1(N(CC(C1)CCNC1=NC(=CC=C1)S(N)(=O)=O)C(=O)OC(C)(C)C)C